8-(((6-(piperidin-4-yl)pyridin-2-yl)oxy)methyl)quinoline N1CCC(CC1)C1=CC=CC(=N1)OCC=1C=CC=C2C=CC=NC12